FC1=C(N)C=CC(=C1)C 2-fluoro-4-methyl-aniline